(E)-1,3-Diphenylhepta-4,6-dien-1-one C1(=CC=CC=C1)C(CC(\C=C\C=C)C1=CC=CC=C1)=O